CC1=C(C=2NC3=CC=CC=C3C2C=C1)OCCC methyl-(Propoxycarbazole)